N-[(1S)-1-[[(1S)-1-[5-(2,4-difluorophenyl)-1H-imidazol-2-yl]ethyl]carbamoyl]-3-[(2S)-2-methyl-1-piperidyl]-3-oxo-propyl]-2-isopropyl-cyclopropanecarboxamide FC1=C(C=CC(=C1)F)C1=CN=C(N1)[C@H](C)NC(=O)[C@H](CC(=O)N1[C@H](CCCC1)C)NC(=O)C1C(C1)C(C)C